[3-[tert-butyl (dimethyl) silyl] oxy-4-morpholino-butyl] benzoate C(C1=CC=CC=C1)(=O)OCCC(CN1CCOCC1)O[Si](C)(C)C(C)(C)C